3,5-Dimethoxy-4-vinyloxyphenethylamine hydrogensulfate S(=O)(=O)(O)O.COC=1C=C(CCN)C=C(C1OC=C)OC